N-((S)-1-(2-((R)-2-chloro-2-fluoroacetyl)-2-(((S)-2-oxopyrrolidin-3-yl)methyl)hydrazino)-4,4-dimethyl-1-oxopentan-2-yl)-5-methylisoxazole-3-carboxamide Cl[C@H](C(=O)N(NC([C@H](CC(C)(C)C)NC(=O)C1=NOC(=C1)C)=O)C[C@H]1C(NCC1)=O)F